(12AR)-9-bromo-10-chloro-6-oxo-3,4,12,12a-tetrahydro-6H-pyrazino[2,1-c][1,4]benzoxazepine-2(1H)-carboxylic acid tert-butyl ester C(C)(C)(C)OC(=O)N1C[C@@H]2COC3=C(C(N2CC1)=O)C=CC(=C3Cl)Br